methyl 5-amino-9-chloro-7-(2-(4-(6-fluoro-3-methylbenzo[d]isoxazol-5-yl)-1,4-diazepan-1-yl)ethyl)-2-(pyridin-2-yl)-7H-pyrrolo[3,2-e][1,2,4]triazolo[1,5-c]pyrimidine-8-carboxylate NC1=NC2=C(C=3N1N=C(N3)C3=NC=CC=C3)C(=C(N2CCN2CCN(CCC2)C=2C(=CC3=C(C(=NO3)C)C2)F)C(=O)OC)Cl